N-(5-methoxy-2-(4-(4-(4-cyanophenyl)thiazol-2-yl)piperazine-1-carbonyl)phenyl)thiophene-2-sulfonamide COC=1C=CC(=C(C1)NS(=O)(=O)C=1SC=CC1)C(=O)N1CCN(CC1)C=1SC=C(N1)C1=CC=C(C=C1)C#N